CC1=CC=C(C=C1)C1=NC(=NO1)C1=CC=C(C=C1)NC(=O)C1CN(C(C1)=O)CC=1C=NC=CC1 N-{4-[5-(4-Methylphenyl)-1,2,4-oxadiazol-3-yl]phenyl}-5-oxo-1-[(pyridin-3-yl)methyl]-pyrrolidine-3-carboxamide